C(C)(C)(C)C1=CC=C(C=C1)C1=NC=CC(=C1)C=C1C(NC(S1)=O)=O 5-((2-(4-(tert-Butyl)phenyl)pyridin-4-yl)methylene)thiazolidine-2,4-dione